Dimethyl 2-((2-(4-(diphenylamino)phenyl)benzofuran-6-yl)methylene)malonate C1(=CC=CC=C1)N(C1=CC=C(C=C1)C=1OC2=C(C1)C=CC(=C2)C=C(C(=O)OC)C(=O)OC)C2=CC=CC=C2